CC1CCC(C(C1)C(=O)N)C(C)C 5-methyl-2-isopropylcyclohexanecarboxamide